nitro(nitrone) [N+](=O)([O-])C=[NH+][O-]